(R)-(1-((4-bromo-3-methylphenyl)sulfonyl)-4,4-difluoropyrrolidin-2-yl)methanol BrC1=C(C=C(C=C1)S(=O)(=O)N1[C@H](CC(C1)(F)F)CO)C